FCC1(C(C(C1)=O)C1N2C(C3=CC=CC=C13)=CN=C2)CF 3,3-bis(fluoromethyl)-2-(5H-imidazo[5,1-a]isoindol-5-yl)cyclobutan-1-one